3,4-dihydro-2H-quinoline-1-carbonyl chloride N1(CCCC2=CC=CC=C12)C(=O)Cl